((5-(2,6-dioxopiperidin-3-yl)-4-oxo-5,6-dihydro-4H-thieno[3,4-c]pyrrol-1-yl)methyl)-N2,N2-dimethyloxalamide O=C1NC(CCC1N1CC=2C(C1=O)=CSC2CNC(C(=O)N(C)C)=O)=O